CC1=NC(=CC(=N1)NC=1N=C2N(C=C(N=C2)C2=C(C=NC(=C2)C)OC2CCC(CC2)O)C1)C 4-[[4-[2-[(2,6-dimethylpyrimidin-4-yl)amino]imidazo[1,2-a]pyrazin-6-yl]-6-methyl-3-pyridyl]oxy]cyclohexanol